OC=1C(=NC(=C(C1O)O)C)C 3,4,5-trihydroxy-2,6-dimethyl-pyridine